2-amino-3-(1H-pyrrolo[3,2-b]pyridin-3-yl)propanoic acid NC(C(=O)O)CC1=CNC=2C1=NC=CC2